S1(C2=C(CCCC1)C=CC(=C2)C(=O)O)(=O)=O 2,3,4,5-tetrahydrobenzo[b]thiepine-8-carboxylic acid 1,1-dioxide